NC=1C=2N(C3=CC(=CC=C3N1)C(=O)N(C1COC3=C1C=CC(=C3)C(F)(F)F)C=3C=NN(C3)C)C=CC2 4-amino-N-(1-methyl-1H-pyrazol-4-yl)-N-(6-(trifluoromethyl)-2,3-dihydrobenzofuran-3-yl)pyrrolo[1,2-a]quinoxaline-8-carboxamide